Cl.Cl.Cl.N1C(CCCC1=O)=O piperidine-2,6-dione trihydrochloride